C(C)(C)(C)OC(=O)N[C@H]([C@@H](C)OCC1=CC=C(C=C1)CCOCCOCC(=O)OC(C)(C)C)CCC(N)=O tert-butyl 2-(2-[2-[4-([[(2R,3S)-3-[(tert-butoxycarbonyl)amino]-5-carbamoylpentan-2-yl] oxy]methyl)phenyl] ethoxy]ethoxy)acetate